C(C)(C)(C)OC(=O)N1CC(C(CC1)C1=CC=C(C=C1)OC)(C)COC1=CC(=CC=C1)C#N (+/-)-3-[(3-cyanophenoxy)methyl]-4-(4-methoxyphenyl)-3-methylpiperidine-1-carboxylic acid tert-butyl ester